4-{[6-(5-chloro-2-fluorophenyl)-3-methylpyridazin-4-yl]amino}quinolin-7-yl (1S,4S)-5-methyl-2,5-diazabicyclo[2.2.1]heptane-2-carboxylate CN1[C@@H]2CN([C@H](C1)C2)C(=O)OC2=CC=C1C(=CC=NC1=C2)NC2=C(N=NC(=C2)C2=C(C=CC(=C2)Cl)F)C